(3S)-2-((S)-2,2-difluoro-1-methylcyclopropanecarbonyl)-3-(4-fluorophenyl)-1,2-oxazolidine FC1([C@@](C1)(C(=O)N1OCC[C@H]1C1=CC=C(C=C1)F)C)F